COC(C1=C(C(=C(C=C1)Br)F)C(C(=O)OC)C#N)=O 4-bromo-2-(1-cyano-2-methoxy-2-oxoethyl)-3-fluorobenzoic acid methyl ester